C(C)(=O)OCC=1N=CN(C1)C(C1=CC=CC=C1)(C1=CC=CC=C1)C1=CC=CC=C1 (1-Trityl-1H-imidazol-4-yl)methyl acetate